(1S,2S,3S)-N-(8-amino-7-fluoro-6-(4-methylpyridin-3-yl)isoquinolin-3-yl)-2-(1-(2-hydroxyethyl)-1H-pyrazol-4-yl)-3-methylcyclopropanecarboxamide NC=1C(=C(C=C2C=C(N=CC12)NC(=O)[C@@H]1[C@H]([C@@H]1C)C=1C=NN(C1)CCO)C=1C=NC=CC1C)F